O1C(OCC1)C1CCN(CC1)C1=C(C=C(C=C1)N[C@H]1C(NC(CC1)=O)=O)F (R)-3-((4-(4-(1,3-Dioxolan-2-yl)piperidin-1-yl)-3-fluorophenyl)amino)piperidine-2,6-dione